C=C(C)C(C(=O)O)C=CC(C)C 2-(1-propen-2-yl)-5-methyl-3-hexenoic acid